s-propylmercaptocysteine C(C)(C)SN[C@@H](CS)C(=O)O